methyl (9H-carbazole-3-carbonyl)glycinate C1=CC(=CC=2C3=CC=CC=C3NC12)C(=O)NCC(=O)OC